N[C@H](C#N)CC1=C(C=C(C=C1)C=1C=CC2=C(N(C(O2)=O)C)C1)F (S)-2-amino-3-(2-fluoro-4-(3-methyl-2-oxo-2,3-dihydrobenzo[d]oxazol-5-yl)phenyl)propanenitrile